N-((2R,3S)-1-(1-(4-fluorophenyl)-1H-indazol-5-yl)-4,4-dimethyl-5-oxo-2-phenylpyrrolidin-3-yl)-4-methylthiazole-5-carboxamide FC1=CC=C(C=C1)N1N=CC2=CC(=CC=C12)N1[C@@H]([C@H](C(C1=O)(C)C)NC(=O)C1=C(N=CS1)C)C1=CC=CC=C1